4-methylene-iodobenzene C=C1CC=C(C=C1)I